FC1=CC(=C(C=C1)[C@H]1[C@H](O[C@@]([C@@H]1C)(C(F)(F)F)C)C(=O)NC1=CC(=NC=C1)C(=O)N)OC 4-((2S,3S,4R,5S)-3-(4-fluoro-2-methoxyphenyl)-4,5-dimethyl-5-(trifluoromethyl)tetrahydrofuran-2-carboxamido)picolinamide